Tri-bocspermine C(=O)(OC(C)(C)C)C(N(C(=O)OC(C)(C)C)C(=O)OC(C)(C)C)CCNCCCCNCCCN